FC(C=1C=C(C=C(C1)C(F)(F)F)C1=NN(C=N1)\C=C/C(=O)NN1[C@@H]2C=C[C@H](C1=O)C2)(F)F (Z)-3-(3-(3,5-bis(trifluoromethyl)phenyl)-1H-1,2,4-triazol-1-yl)-N-((1S,4R)-3-oxo-2-azabicyclo[2.2.1]hept-5-en-2-yl)acrylamide